8-[(2S,SR)-4-[bis(3-chlorophenyl)methyl]-2,5-dimethylpiperazin-1-yl]-5-methyl-6-oxo-5,6-dihydro-1,5-naphthyridine-2-carbonitrile ClC=1C=C(C=CC1)C(N1C[C@@H](N(C[C@@H]1C)C1=CC(N(C=2C=CC(=NC12)C#N)C)=O)C)C1=CC(=CC=C1)Cl |&1:13|